ClC1=CC=C(C=C1)C1=CC=2C(C3=CC=CC=C3C2C=C1)(C)C 2-(4-chlorophenyl)-9,9-dimethyl-9H-fluorene